2,4-diethylthianthrene-9-one C(C)C1=CC=2SC=3C(CC=CC3SC2C(=C1)CC)=O